N1[C@@H](CCC1)C1CCN(CC1)C1CC2(C1)CN(CC2)C(=O)OCC Ethyl 2-{4-[(2S)-pyrrolidin-2-yl]piperidin-1-yl}-6-azaspiro[3.4]octane-6-carboxylate